1-(methylsulfonyl)-4-nitro-1H-indazole CS(=O)(=O)N1N=CC2=C(C=CC=C12)[N+](=O)[O-]